CC1=C(C=CC(=C1)NC1CCNCC1)C1=CC2=C(N=CN=C2OC2=C(C=CC(=C2)C(F)(F)F)C=2C=CC3=C(N=C(O3)N)C2)N1 5-((6-(2-methyl-4-(piperidin-4-ylamino)phenyl)-7H-pyrrolo[2,3-d]pyrimidin-4-yl)oxy-4-(trifluoromethyl)phenyl)benzo[d]oxazol-2-amine